ClC=1C=CC(=C2CN(C(C12)=O)C)O 7-chloro-4-hydroxy-2-methyl-isoindolin-1-one